Br.OC1=C(C(=O)N)C=CC(=C1)CN1N=CC(=C1)CN[C@H]1[C@@H](C1)C1=CC=CC=C1 hydroxy-4-((4-((((1R,2S)-2-phenylcyclopropyl)amino)methyl)-1H-pyrazol-1-yl)methyl)benzamide hydrobromide salt